tert-butyl (NZ)-N-tert-butoxycarbonyliminocarbamate C(C)(C)(C)OC(=O)\N=N/C(OC(C)(C)C)=O